NC=1SC2=C(N1)C=CC(=C2)S amino-6-mercapto-benzothiazole